C1C=2C(CN(O1)C[C@H](CNC1=NN(C3=C1N=C(N=C3O)C(F)(F)F)C3OCCCC3)O)CC=CC2 3-(((S)-3-(4,5-dihydro-1H-benzo[d]oxazin-3(2H)-yl)-2-hydroxypropyl)amino)-1-(tetrahydro-2H-pyran-2-yl)-5-(trifluoromethyl)-1H-pyrazolo[4,3-d]pyrimidin-7-ol